4-nitrophenolate [N+](=O)([O-])C1=CC=C(C=C1)[O-]